(R)-1-(3-(2-fluorophenyl)-2-(2-methoxyphenyl)quinolin-6-yl)-3-(2-hydroxybutyl)urea FC1=C(C=CC=C1)C=1C(=NC2=CC=C(C=C2C1)NC(=O)NC[C@@H](CC)O)C1=C(C=CC=C1)OC